4-((4-((tert-butoxycarbonyl)amino)piperidin-1-yl)sulfonyl)-1-methyl-1H-pyrazole-5-carboxylic acid C(C)(C)(C)OC(=O)NC1CCN(CC1)S(=O)(=O)C=1C=NN(C1C(=O)O)C